3-propylbutyrylbenzoate C(CC)C(CC(=O)OC(C1=CC=CC=C1)=O)C